[Na+].SCCC(S(=O)(=O)[O-])CC 3-mercapto-ethyl-propanesulfonic acid, sodium salt